FC(C1=C(CNC2=NC(=NC=C2C(=O)N)NC=2C=NN(C2)C)C=C(C=C1)F)(F)F 4-((2-(trifluoromethyl)-5-fluorobenzyl)amino)-2-((1-methyl-1H-pyrazol-4-yl)amino)pyrimidin-5-carboxamide